Methyl (E)-4-[2-[3-[2-[[(1R)-1-(3,4-dimethoxyphenyl)ethyl]carbamoyl]phenyl]propanoyl] hydrazino]-4-oxo-but-2-enoate COC=1C=C(C=CC1OC)[C@@H](C)NC(=O)C1=C(C=CC=C1)CCC(=O)NNC(/C=C/C(=O)OC)=O